(S)-3-(6-(3-Benzyl-4-isopropylpiperazin-1-yl)-1-methyl-1H-pyrazolo[3,4-d]pyrimidin-3-yl)-2,6-difluoro-5-(trifluoromethyl)phenol C(C1=CC=CC=C1)[C@H]1CN(CCN1C(C)C)C1=NC=C2C(=N1)N(N=C2C=2C(=C(C(=C(C2)C(F)(F)F)F)O)F)C